4-nitrophenyl 4-(2-(2,6-dioxopiperidin-3-yl)-1-oxoisoindolin-5-yl)piperazine-1-carboxylate O=C1NC(CCC1N1C(C2=CC=C(C=C2C1)N1CCN(CC1)C(=O)OC1=CC=C(C=C1)[N+](=O)[O-])=O)=O